3-(2-(2-aminopyridin-3-yl)-3-(4-(hydroxymethyl)phenyl)-3H-imidazo[4,5-b]pyridin-5-yl)oxazolidin-2-one NC1=NC=CC=C1C1=NC=2C(=NC(=CC2)N2C(OCC2)=O)N1C1=CC=C(C=C1)CO